octahydro-octamethyldibenzofluorene CC1(C(C(C(C=2C1C1C(=C3C=4C=CC=CC4CC23)C=CCC1)(C)C)(C)C)(C)C)C